4-chloro-6-[4-[[2-(2-morpholinoethoxy)phenyl]methyl]-1H-pyrazol-3-yl]pyrimidin-2-amine ClC1=NC(=NC(=C1)C1=NNC=C1CC1=C(C=CC=C1)OCCN1CCOCC1)N